1-Morpholino-3-[[2-(1,2,3,4-tetrahydroisoquinolin-6-ylamino)-5-(trifluoromethyl)pyrimidin-4-yl]amino]propan-1-one O1CCN(CC1)C(CCNC1=NC(=NC=C1C(F)(F)F)NC=1C=C2CCNCC2=CC1)=O